(2S)-2-[(tert-butoxycarbonyl)amino]-3-[3-(dihydroxyboranyl)-4-fluoro-2-[(4-methoxyphenyl)methoxy]phenyl]propanoic acid C(C)(C)(C)OC(=O)N[C@H](C(=O)O)CC1=C(C(=C(C=C1)F)B(O)O)OCC1=CC=C(C=C1)OC